FC1=C(C=CC(=C1)OC(F)(F)F)C1(CC1)C(=O)NC=1C=CC(=C(C(=O)O)C1)N1N=CC(=C1)C(F)(F)F 5-[({1-[2-Fluoro-4-(trifluoromethoxy)phenyl]cyclopropyl}carbonyl)amino]-2-[4-(trifluoromethyl)-1H-pyrazol-1-yl]benzoic acid